BrC1=C(C=C(OCC(CC2CCN(CC2)C(=O)OC(C)(C)C)C)C=C1)C(F)(F)F tert-butyl 4-(3-(4-bromo-3-(trifluoromethyl)phenoxy)-2-methylpropyl)piperidine-1-carboxylate